OCC1=CC=C(CC2CCN(CC2)C(=O)OC(C)(C)C)C=C1 tert-butyl 4-(4-(hydroxymethyl)benzyl)piperidine-1-carboxylate